tert-butyl (R)-3-((4-chlorophthalazin-1-yl) Amino)piperidine-1-carboxylate ClC1=NN=C(C2=CC=CC=C12)N[C@H]1CN(CCC1)C(=O)OC(C)(C)C